Tert-Butyl 6-(2,6-Dimethoxy-4-(2-Methyl-1-Oxo-1,2-Dihydro-2,7-Naphthyridin-4-Yl)Benzyl)-2,6-Diazaspiro[3.3]Heptane-2-Carboxylate COC1=C(CN2CC3(CN(C3)C(=O)OC(C)(C)C)C2)C(=CC(=C1)C1=CN(C(C2=CN=CC=C12)=O)C)OC